dihydroxydiphenyldiethyl-methane OC(CC(CC)(C1=CC=CC=C1)C1=CC=CC=C1)O